C(C)(C)(C)C=1C=C(C=CC1)S(=O)(=O)NC(=O)C1=NC2=CC=CC(=C2C=C1)N1N=CC=C1 N-((3-(tert-butyl)phenyl)sulfonyl)-5-(1H-pyrazol-1-yl)quinoline-2-carboxamide